5-(2-(tert-butoxy)-2-oxoethyl)-3,3-difluoropiperidine-1-carboxylic acid tert-butyl ester C(C)(C)(C)OC(=O)N1CC(CC(C1)CC(=O)OC(C)(C)C)(F)F